C(C)(=O)O[C@H]1[C@H](O)O[C@@H]([C@H]([C@@H]1OC(C)=O)OC(C)=O)CO 2,3,4-tri-O-acetyl-beta-D-glucopyranose